tert-butyl (2R,5S)-4-(6-chloro-7-(2-fluoro-3-methylphenyl)-1-(2-isopropyl-4-methylpyridin-3-yl)-2-oxo-1,2-dihydropyrido[2,3-d]pyrimidin-4-yl)-2,5-dimethylpiperazine-1-carboxylate ClC1=CC2=C(N(C(N=C2N2C[C@H](N(C[C@@H]2C)C(=O)OC(C)(C)C)C)=O)C=2C(=NC=CC2C)C(C)C)N=C1C1=C(C(=CC=C1)C)F